C(C)(C)(C)OC(=O)N1C[C@H]([C@@H](C1)C1=CC=CC=C1)C(NC=1C=NC=CC1)=O.C(C1CCCO1)OCCC[Si](OCC)(OCC)OCC |r| (tetrahydrofurfuryloxypropyl)triethoxysilane tert-Butyl-(±)-trans-4-phenyl-3-(pyridin-3-ylcarbamoyl)pyrrolidine-1-carboxylate